FC(CN1N=CC(=C1)N)F (2,2-difluoroethyl)-1H-pyrazol-4-amine